tert-butyl (4-(1-(4-aminophenyl)-1H-1,2,3-triazol-4-yl)butyl)carbamate NC1=CC=C(C=C1)N1N=NC(=C1)CCCCNC(OC(C)(C)C)=O